C1(=CC=CC=C1)C(C1=CC=CC=C1)[Zr] diphenylmethyl-zirconium